1-((7-bromo-1-(oct-3-yn-1-yloxy)heptyl)oxy)oct-3-yne Natrium Acetate C(C)(=O)[O-].[Na+].BrCCCCCCC(OCCC#CCCCC)OCCC#CCCCC